(2S)-2-[8-(2-chlorophenyl)-7-(4-chlorophenyl)-3-(oxan-4-ylmethyl)-2,6-dioxopurin-1-yl]propanamide ClC1=C(C=CC=C1)C1=NC=2N(C(N(C(C2N1C1=CC=C(C=C1)Cl)=O)[C@H](C(=O)N)C)=O)CC1CCOCC1